6-isopropoxy-9H-carbazole C(C)(C)OC=1C=C2C=3C=CC=CC3NC2=CC1